N-(3-(oxazolo[4,5-b]pyridin-2-yl)phenyl)hexanamide O1C(=NC2=NC=CC=C21)C=2C=C(C=CC2)NC(CCCCC)=O